(3R,4S)-3-((S)-5H-imidazo[5,1-a]isoindol-5-yl)-4-methyltetrahydro-2H-pyran-4-ol C=1N=CN2C1C1=CC=CC=C1[C@@H]2[C@@H]2COCC[C@@]2(O)C